BrC1=C(C=C2C(=C(C(=NC2=C1)Cl)C(C)C)C1=CC=C(C=C1)F)C 7-bromo-2-chloro-4-(4-fluorophenyl)-3-isopropyl-6-methyl-quinoline